[Cl-].NC(CCN1C=[N+](C=C1)CCCC)CCC 1-(3-aminohexyl)-3-butyl-imidazolium chloride salt